Cl.C1NCCC2=CC=C(C=C12)CCC=O 3-(1,2,3,4-TETRAHYDROISOQUINOLIN-7-YL)PROPANAL HYDROCHLORIDE